methyl 3-bromo-4-(4-((1-(3-fluoropropyl)pyrrolidin-3-yl)methyl)phenyl)-2H-thiochromene-7-carboxylate BrC=1CSC2=CC(=CC=C2C1C1=CC=C(C=C1)CC1CN(CC1)CCCF)C(=O)OC